2-(6,7-dimethoxyquinazolin-4-yl)-2-azaspiro[3.3]heptan-6-amine 2,2,2-trifluoroacetate FC(C(=O)O)(F)F.COC=1C=C2C(=NC=NC2=CC1OC)N1CC2(C1)CC(C2)N